C(C)(C)(C)NC(C[C@@H]1NC([C@@H]2CC3=C(NC=4C=C(C=CC34)OC)[C@@H](N2C1=O)CC(C)C)=O)=O N-(tert-butyl)-2-((3S,6S,12aS)-6-isobutyl-9-methoxy-1,4-dioxo-1,2,3,4,6,7,12,12a-octahydropyrazino[1',2':1,6]pyrido[3,4-b]indol-3-yl)acetamide